P(OC=C)([O-])[O-] vinyl monophosphite